2-(3,8-diazabicyclo[3.2.1]octan-3-yl)-7-(thiazol-2-yl)benzo[d]oxazole-5-carboxamide C12CN(CC(CC1)N2)C=2OC1=C(N2)C=C(C=C1C=1SC=CN1)C(=O)N